5-(6-((2-amino-2-methylpropyl)carbamoyl)pyrazin-2-yl)-4H-thieno[3,2-b]pyrrole-2-carboxamide NC(CNC(=O)C1=CN=CC(=N1)C1=CC2=C(N1)C=C(S2)C(=O)N)(C)C